C(=O)(O)[C@@H](C([2H])([2H])C=1C=C(CN(CC=2C=C(C=CC2)C[C@H](C(=O)O)[C@@H]2CNCC2)CC=2C=C(C=CC2)C[C@H](C(=O)O)[C@@H]2CNCC2)C=CC1)[C@@H]1CNCC1 (2S,2'S)-3,3'-((((3-((S)-2-carboxy-2-((R)-pyrrolidin-3-yl)ethyl-1,1-d2)benzyl)azanediyl)bis(methylene))bis(3,1-phenylene))bis(2-((R)-pyrrolidin-3-yl)propionic acid)